cyclopropyl 3-{[(2E)-3-(benzenesulfonyl) prop-2-en-1-yl] carbamoyl}-2-oxo-1,2,5,6,7,8-hexahydro-1,6-naphthyridine-6-carboxylate C1(=CC=CC=C1)S(=O)(=O)/C=C/CNC(=O)C=1C(NC=2CCN(CC2C1)C(=O)OC1CC1)=O